6,7-dimethoxy-9-(6-(piperidin-1-yl)pyridin-3-yl)naphtho[2,3-c]furan-1(3H)-one COC1=CC2=CC3=C(C(OC3)=O)C(=C2C=C1OC)C=1C=NC(=CC1)N1CCCCC1